bis(2,4,6-trimethylbenzoyl)phenyl-phosphorus oxide CC1=C(C(=O)P(C2=CC=CC=C2)(C(C2=C(C=C(C=C2C)C)C)=O)=O)C(=CC(=C1)C)C